C(\C=C\C1=CC(O)=C(O)C=C1)(=O)C(C(=O)O)CCCCCC caffeoyl-caprylic acid